NC1=NC(=C2N=CN(C2=N1)[C@H]1C[C@@H]([C@H](O1)COCP1(OCCC(O1)C1=CC(=CC=C1)Cl)=O)O)S 2-((((2R,3S,5R)-5-(2-amino-6-mercapto-9H-purin-9-yl)-3-hydroxytetrahydrofuran-2-yl)methoxy)methyl)-4-(3-chlorophenyl)-1,3,2-dioxaphosphinane 2-oxide